O1[C@H](CC1)COS(=O)(=O)C1=CC=C(C=C1)C (R)-oxetan-2-ylmethyl-4-methylbenzenesulfonate